2-(4-(7-(2-(2-hydroxypropan-2-yl)pyridin-4-yl)furo[3,2-b]pyridin-2-yl)phenyl)-1-morpholinoethan-1-one OC(C)(C)C1=NC=CC(=C1)C1=C2C(=NC=C1)C=C(O2)C2=CC=C(C=C2)CC(=O)N2CCOCC2